C(C(=C)C)(=O)O.C1(CCCO1)=O (γ-butyrolactone) methacrylate